C(CNC(OCC1=CC=C(C=C1)NC([C@@H](NC([C@@H](NC(CCOCCOCCOCCOCCOCCOCCOCCOCCNC(CI)=O)=O)C(C)C)=O)CCCNC(=O)N)=O)=O)NC(OC(C)(C)C)=O tert-butyl (4-((32S,35S)-1-iodo-32-isopropyl-2,30,33-trioxo-35-(3-ureidopropyl)-6,9,12,15,18,21,24,27-octaoxa-3,31,34-triazahexatriacontan-36-amido)benzyl) ethane-1,2-diyldicarbamate